allyl 5,8,11-trioxa-2-azatetradecan-14-oate CNCCOCCOCCOCCC(=O)OCC=C